2-(3-bromo-4-methylphenyl)-1,1-difluorobutan-2-ol BrC=1C=C(C=CC1C)C(C(F)F)(CC)O